11-[[[(3S)-1-(6-bromo-3-pyridyl)-3-piperidyl]-[(2-methoxy-4-pyridyl)methyl]amino]methyl]-6,7-difluoro-2-methyl-4-oxa-1-azatricyclo[7.3.1.05,13]trideca-5(13),6,8,11-tetraen-10-one BrC1=CC=C(C=N1)N1C[C@H](CCC1)N(CC1=CC(=NC=C1)OC)CC=1C(C2=CC(=C(C=3OCC(N(C1)C32)C)F)F)=O